(4,4-difluoropiperidin-1-yl)(4-fluoro-3-nitrophenyl)methanone FC1(CCN(CC1)C(=O)C1=CC(=C(C=C1)F)[N+](=O)[O-])F